2-[6-Amino-8-(3-fluoro-6-iodo-indan-5-ylsulfanyl)-purin-9-yl]-ethanesulfonic acid ethylamide C(C)NS(=O)(=O)CCN1C2=NC=NC(=C2N=C1SC=1C=C2C(CCC2=CC1I)F)N